N-[2(S)-mercaptomethyl-3-(2-methyl-phenyl)propanoyl]-(S)-isoserine SC[C@H](C(=O)NC[C@H](O)C(=O)O)CC1=C(C=CC=C1)C